tert-butyl ((1r,3r)-3-(4-(5-chlorothiophen-2-yl)-5-(5-ethoxypyridin-2-yl)-4H-1,2,4-triazol-3-yl)cyclobutyl)carbamate ClC1=CC=C(S1)N1C(=NN=C1C1=NC=C(C=C1)OCC)C1CC(C1)NC(OC(C)(C)C)=O